BrC1=COC2=C1C=C(C=C2)Br 3,5-Dibromobenzofuran